NC1=NC=CC2=C1N(C(N2[C@H]2CN(CCC2)C(=O)C(C#N)=CC(C)(C)N2C[C@H](CC2)OC)=O)C2=CC=C(C=C2)OC2=CC=CC=C2 2-((R)-3-(4-amino-2-oxo-3-(4-phenoxyphenyl)-2,3-dihydro-1H-imidazo[4,5-c]pyridin-1-yl)piperidine-1-carbonyl)-4-((S)-3-methoxypyrrolidin-1-yl)-4-methylpent-2-enenitrile